FC1=CC=C(C=C1)NC(C1=C(C=CC=C1)[Se]CCOC1=CC=CC=C1)=O N-(4-fluorophenyl)-2-((2-phenoxyethyl)seleno)benzamide